FC(OC1=CC=C(C=C1)C1=CC2(CC(C2)N)C1)(F)F 6-(4-(trifluoromethoxy)phenyl)spiro[3.3]hept-5-en-2-amine